[Ti+4].CC(C)(C)N([Si](=O)C)C N-(1,1-dimethylethyl)dimethylsilanamide titanium (IV)